(4-methoxyphenyl)-7-methyl-6-(3-azaspiro[5.5]undec-8-en-9-yl)-7H-pyrrolo[2,3-d]pyrimidin-4-amine COC1=CC=C(C=C1)C=1N=C(C2=C(N1)N(C(=C2)C2=CCC1(CCNCC1)CC2)C)N